ClC=1C=C(C=CC1F)NC(N(C)C1CCCC=2NC(C3=C(C(=CC=C3C12)F)F)=O)=O 3-(3-chloro-4-fluorophenyl)-1-(7,8-difluoro-6-oxo-1,2,3,4,5,6-hexahydrophenanthridin-1-yl)-1-methylurea